C(#N)C1=C(C=C(C=C1)C1=CC(=NN1C1=CC=C(C=C1)N1CCS(CC1)(=O)=O)C(=O)N1C[C@@H](CCC1)NC(OC(C)(C)C)=O)F Tert-butyl (R)-(1-(5-(4-cyano-3-fluorophenyl)-1-(4-(1,1-dioxidothiomorpholino) phenyl)-1H-pyrazole-3-carbonyl)piperidin-3-yl)carbamate